ethyl 4,6-dichloro-5-fluoropyridine-3-carboxylate ClC1=C(C=NC(=C1F)Cl)C(=O)OCC